CNC(=O)N1CCC(CC1)\C=C\S(=O)(=O)C N-methyl-4-[(E)-2-methylsulfonylvinyl]piperidine-1-carboxamide